FC(C(=O)O)(F)F.FC(C(=O)O)(F)F.N1N=CC(=C1)NC1=NC(=NC2=CC=C(C=C12)OC1CCCC1)C=1C=C(OCC(=O)NC(C)(C)C)C=CC1 2-(3-(4-((1H-Pyrazol-4-yl)amino)-6-(cyclopentyloxy)quinazolin-2-yl)phenoxy)-N-(tert-butyl)acetamide bis-trifluoroacetic acid salt